[C@H]12CN(C[C@H](CC1)N2)C=2C1=C(N=C(N2)OCC2CCCC2)C(=C(N=C1)C1=CC(=CC2=CC=CC=C12)O)F 4-(4-((1R,5S)-3,8-diazabicyclo[3.2.1]octan-3-yl)-2-(cyclopentylmethoxy)-8-fluoropyrido[4,3-d]pyrimidin-7-yl)naphthalen-2-ol